FC(C1(CC1)C=1N=CN(C1)CC1CC2(CN(C2)C(=O)N2C[C@@H]3[C@@H](OCC(N3)=O)CC2)C1)(F)F (4aR,8aS)-6-[6-[[4-[1-(trifluoromethyl)cyclopropyl]imidazol-1-yl]methyl]-2-azaspiro[3.3]heptane-2-carbonyl]-4,4a,5,7,8,8a-hexahydropyrido[4,3-b][1,4]oxazin-3-one